O=C1NC2=C(OC1)C=CC(=N2)C=O 3-oxo-3,4-dihydro-2H-pyrido[3,2-b][1,4]oxazine-6-carbaldehyde